1-(3-chloro-4-fluorophenyl)-3-(isoquinolin-4-yl)-2-oxoimidazoline-4-carbonitrile ClC=1C=C(C=CC1F)N1C(N(C(C1)C#N)C1=CN=CC2=CC=CC=C12)=O